(S)-6-(2-(1-cyanopyrrolidine-3-carboxamido)thiazol-5-yl)-N-methylpicolinamide C(#N)N1C[C@H](CC1)C(=O)NC=1SC(=CN1)C1=CC=CC(=N1)C(=O)NC